C(CCC)[C@H]1N(S(C2=C(N(C1)CC=1OC=CN1)C=C(C(=C2)O\C=C(\C(=O)O)/F)SC)(=O)=O)C (R,Z)-3-((3-butyl-2-methyl-7-(methylthio)-5-(oxazol-2-ylmethyl)-1,1-dioxido-2,3,4,5-tetrahydrobenzo[f][1,2,5]thiadiazepin-8-yl)oxy)-2-fluoroacrylic acid